O[C@H]1[C@H](O)[C@H](O)[C@H](O1)CO Beta-d-ribose